CC=1C=CC(N(C1)C1=CC=C(OP(=S)(OC2=CC=CC=C2)N[C@@H](C)C(=O)[O-])C=C1)=O ((4-(5-methyl-2-oxopyridin-1(2H)-yl) phenoxy) (phenoxy) thiophosphoryl)-L-alaninate